4-(2-hydroxyethyl)-1,3-thiazolidine-2-one-5-carboxylic acid ethyl Ester C(C)OC(=O)C1C(NC(S1)=O)CCO